C(C)(C)(C)OC(=O)N1C(C2=CC=CC=C2CC1)C1=C2C(=C(NC2=C(C=C1F)C(N)=O)C)Cl (7-carbamoyl-3-chloro-5-fluoro-2-methyl-1H-indol-4-yl)-3,4-dihydroisoquinoline-2(1H)-carboxylic acid tert-butyl ester